Dicaprylyl Ether Diheptyl-Succinate C(CCCCCC)OC(CCC(=O)OCCCCCCC)=O.C(CCCCCCC)(=O)OC(CCCCCCC)=O